ClC=1N=C(C2=C(N1)N(C=C2F)COCC[Si](C)(C)C)Cl 2,4-Dichloro-5-fluoro-7-((2-(trimethylsilyl)ethoxy)methyl)-7H-pyrrolo[2,3-d]pyrimidine